C=12N(CC=3C=CC=CC3C#CC2=CC=CC1)C(CCNC(CCCC(=O)OC1=C(C(=C(C(=C1F)F)S(=O)(=O)[O-])F)F)=O)=O 4-[5-[[3-(2-azatricyclo[10.4.0.04,9]hexadeca-1(16),4(9),5,7,12,14-hexaen-10-yn-2-yl)-3-oxo-propyl]amino]-5-oxo-pentanoyl]oxy-2,3,5,6-tetrafluoro-benzenesulfonate